7,8,9,10-tetrahydro-6H-pyrazino[2,1-c]pyrido[3,4-f][1,4]oxazepin-12(6aH)-one C1=NC=CC2=C1C(N1C(CO2)CNCC1)=O